C1(NC(C2=CC=CC=C12)=O)=O 1H-Isoindole-1,3(2H)-dione